4-(((6-(4-fluorophenyl)-4-((1-(2-(trifluoromethyl)pyrimidin-5-yl)ethyl)amino)quinazolin-8-yl)oxy)methyl)piperidine-1,4-dicarboxylate FC1=CC=C(C=C1)C=1C=C2C(=NC=NC2=C(C1)OCC1(CCN(CC1)C(=O)[O-])C(=O)[O-])NC(C)C=1C=NC(=NC1)C(F)(F)F